C1=CC(N2BN3C=CC=C3C=C12)CCC(=O)O 4-bora-3a,4a-diaza-s-indacene-3-propionic acid